N[C@H](C=1N=C2N(N=CC(=C2)CNCC(CN)C(F)(F)F)C1)C1CCC(CC1)(F)F N1-((2-((S)-amino(4,4-difluorocyclohexyl)methyl)imidazo[1,2-b]pyridazin-7-yl)methyl)-2-(trifluoromethyl)propane-1,3-diamine